ClC=1C(=NC(=NC1)NC1CCOCC1)C1=CC=C2CN(C(C2=C1)=O)[C@@H](C(=O)N[C@H]([C@H](C)O)C1=NC=C(C=C1)F)C (2R)-2-(6-{5-chloro-2-[(oxacyclohex-4-yl)amino]pyrimidin-4-yl}-1-oxo-2,3-dihydro-1H-isoindol-2-yl)-N-[(1S,2S)-1-(5-fluoropyridin-2-yl)-2-hydroxypropyl]propionamide